BrC=1C=NN2C1N=C1C(=C2N([C@@H]2C[C@H](CC2)NC(OC(C)(C)C)=O)CC2=CC=C(C=C2)OC)CC(C12CCCC2)CC#N tert-butyl ((1S,3S)-3-((3'-bromo-6'-(cyanomethyl)-6',7'-dihydrospiro[cyclopentane-1,5'-cyclopenta[d]pyrazolo[1,5-a]pyrimidin]-8'-yl)(4-methoxybenzyl)amino)cyclopentyl)carbamate